N(=[N+]=[N-])CCCCCNC1=C2CN(C(C2=CC=C1)=O)C1C(NC(CC1)=O)=O 3-(4-((5-azidopentyl)amino)-1-oxoisoindolin-2-yl)piperidine-2,6-dione